C(#CCC)C1=C2C=NNC2=C(C=C1)C(=O)O 4-(butan-1-yn-1-yl)-1H-indazole-7-carboxylic acid